C(C)(C)N1C(=CC=C1CCCC1=CC=CC=C1)C(=O)NC1=C(C=CC(=C1)CC1=NN=NN1)C(F)(F)F 1-isopropyl-5-(3-phenylpropyl)-N-[5-(1H-tetrazole-5-ylmethyl)-2-(trifluoromethyl)phenyl]-1H-pyrrole-2-carboxamide